OC(CC(CCC1=CC(=C(C=C1)O)OC)=O)CCCCCCCC 5-Hydroxy-1-(4-hydroxy-3-methoxyphenyl)tridecan-3-one